BrC(C(=O)N)(C(=O)N)Br 2,2-Dibromomalonamid